2-Methyl-6-[4-phenyl-7-(piperidine-1-carbonyl)-2-quinolyl]isoquinolin-1-one CN1C(C2=CC=C(C=C2C=C1)C1=NC2=CC(=CC=C2C(=C1)C1=CC=CC=C1)C(=O)N1CCCCC1)=O